(R)-N-[(5S)-3-(difluoromethyl)spiro[5,7-dihydro-cyclopenta[B]pyridin-6,4'-piperidin]-5-yl]-2-methyl-propane-2-sulfinamide FC(C=1C=C2C(=NC1)CC1(CCNCC1)[C@@H]2N[S@](=O)C(C)(C)C)F